(R)-2-(3-((6-(3-(2-ethoxyphenoxy)piperidin-1-yl)pyrazin-2-yl)amino)-1H-pyrazol-1-yl)acetic acid C(C)OC1=C(O[C@H]2CN(CCC2)C2=CN=CC(=N2)NC2=NN(C=C2)CC(=O)O)C=CC=C1